CC1(CCN(CC1)C1=C(C=CC=C1)NS(=O)(=O)C=1SC(=CC1)S(=O)(=O)N(C)C)C N2-[2-(4,4-dimethyl-1-piperidyl)phenyl]-N5,N5-dimethylthiophene-2,5-disulfonamide